FC=1C=C2C(=NNC2=CC1OCCOC)C1=CC(=NO1)C1=CC=C(C(=O)N2[C@H](CCC2)CO)C=C1 [(2R)-1-(4-{5-[5-fluoro-6-(2-methoxyethoxy)-1H-indazol-3-yl]-1,2-oxazol-3-yl}benzoyl)pyrrolidin-2-yl]methanol